ClC1=NC(=CC=C1C(=O)O)C1=C2CCN(CC2=CC=C1)C(C1=C(C=C(C=C1Cl)C=1C=NN(C1)C)Cl)=O 2-Chloro-6-[2-[2,6-dichloro-4-(1-methylpyrazol-4-yl)benzoyl]-3,4-dihydro-1H-isoquinolin-5-yl]pyridine-3-carboxylic acid